4-(6-amino-2-methylpyrimidin-4-yl)-1λ6-thiomorpholine-1,1-dione NC1=CC(=NC(=N1)C)N1CCS(CC1)(=O)=O